3-Bromo-2-(4-fluorophenyl)-6,6-dimethyl-6,7-dihydro-4H-pyrazolo[5,1-c][1,4]oxazine BrC=1C(=NN2C1COC(C2)(C)C)C2=CC=C(C=C2)F